CC=1N=C2N(N=C(C=C2C)C=2N=C3N(C(C2)=O)C=C(S3)[C@]3([C@H](CNCC3)F)F)C1 |r| 7-(2,8-dimethylimidazo[1,2-b]pyridazin-6-yl)-2-[rac-(3S,4S)-3,4-difluoro-4-piperidyl]thiazolo[3,2-a]pyrimidin-5-one